N4-(5-cyclopropyl-1H-pyrazol-3-yl)-N2-methyl-N2-(2-((5,6,7,8-tetrahydroimidazo[1,2-a]pyridin-2-yl)sulfonyl)-2-azaspiro[3.3]hept-6-yl)pyrimidine-2,4-diamine C1(CC1)C1=CC(=NN1)NC1=NC(=NC=C1)N(C1CC2(CN(C2)S(=O)(=O)C=2N=C3N(CCCC3)C2)C1)C